4-bromo-2-ethyl-1H-indole BrC1=C2C=C(NC2=CC=C1)CC